vanillin methacrylate C(C(=C)C)(=O)O.O=CC1=CC(OC)=C(O)C=C1